2-methyl-2-(5-{[3-(5-{[(1-{2-[methyl(propan-2-yl)amino]acetyl}piperidin-4-yl)amino]methyl}-1-(2,2,2-trifluoroethyl)-1H-indol-2-yl)prop-2-yn-1-yl]amino}pyridin-2-yl)propanenitrile CC(C#N)(C)C1=NC=C(C=C1)NCC#CC=1N(C2=CC=C(C=C2C1)CNC1CCN(CC1)C(CN(C(C)C)C)=O)CC(F)(F)F